Bisaminophenyloxadiazole NC=1C(=C(C=CC1)C=1N=NOC1)N